C(C)(C)(C)OC(=O)N1CCCC(=CC1)C1=CC(=CC=2CCOC21)NC2=NC(=CC(=N2)C)NC tert-butyl-5-[5-[[4-methyl-6-(methylamino)pyrimidin-2-yl] amino]-2,3-dihydrobenzofuran-7-yl]-2,3,4,7-tetrahydroazepine-1-carboxylate